1-(azetidin-3-yl)-3-ethynyl-5-(methylamino)pyrazole-4-carboxamide dihydrochloride Cl.Cl.N1CC(C1)N1N=C(C(=C1NC)C(=O)N)C#C